[C@H]1(CC[C@H](CC1)C(=O)OCN(C1(CC1)C#N)C(C1=C(C=CC(=C1)C=1C=NN(C1)C=1N(N=C(C1C(F)(F)F)C(C(F)(F)F)(F)F)C)Cl)=O)C(=O)OC(C)(C)C tert-Butyl [{2-chloro-5-[2'-methyl-5'-(pentafluoroethyl)-4'-(trifluoromethyl)-2'H-[1,3'-bipyrazol]-4-yl]benzoyl}(1-cyanocyclopropyl)amino]methyl (trans)-cyclohexane-1,4-dicarboxylate